NC1=C2N=CN(C2=NC(=N1)Cl)[C@H]1[C@H]([C@@H]([C@H](O1)COC(C(=O)O)(C(=O)O)CC=1C=NC(=CC1)Cl)O)F 2-(((2R,3R,4S,5R)-5-(6-amino-2-chloro-9H-purin-9-yl)-4-fluoro-3-hydroxytetrahydrofuran-2-yl)methoxy)-2-((6-chloropyridin-3-yl)methyl)malonic acid